NC1=C2C(=NC=N1)N(N=C2C2=CC(=C(C=C2)OC(C)C)F)[C@H](C=2C=C1N(C(C2C2=CC=CC=C2)=O)C(=CS1)C)C1CC1 (S)-7-((4-amino-3-(3-fluoro-4-isopropoxyphenyl)-1H-pyrazolo[3,4-d]pyrimidin-1-yl)(cyclopropyl)methyl)-3-methyl-6-phenyl-5H-thiazolo[3,2-a]pyridin-5-one